2,2'-((2-((2-hydroxyethoxy)methyl)-2-(hydroxymethyl)propane-1,3-diyl)bis(oxy))bis(ethan-1-ol) OCCOCC(COCCO)(COCCO)CO